(difluoromethyl)-N-(2-methylisoindolin-5-yl)-8-(6-(methylsulfonyl)-2,6-diazaspiro[3.3]heptan-2-yl)quinazolin-2-amine FC(F)C1=NC(=NC2=C(C=CC=C12)N1CC2(C1)CN(C2)S(=O)(=O)C)NC=2C=C1CN(CC1=CC2)C